BrC1=C2C=CN(C2=CC(=C1SC=1C=CC(=C(C#N)C1)F)F)[Si](C(C)C)(C(C)C)C(C)C 5-((4-bromo-6-fluoro-1-(triisopropylsilyl)-1H-indol-5-yl)thio)-2-fluorobenzonitrile